3-[4-[3-isopropyl-2-methylpyrazolo[4,3-b]pyridin-5-yl]pyrimidin-2-yl]aminocyclopentane diethyl-((6-(bromomethyl)pyridin-3-yl)methyl)phosphonate C(C)OP(OCC)(=O)CC=1C=NC(=CC1)CBr.C(C)(C)C=1N(N=C2C1N=C(C=C2)C2=NC(=NC=C2)NC2CCCC2)C